3-(4-((3-fluorophenyl)ethynyl)phenyl)5-(pyrrolidin-1-yl)-1,2,4-oxadiazole FC=1C=C(C=CC1)C#CC1=CC=C(C=C1)C1=NOC(=N1)N1CCCC1